(2R,3R,4R,5R)-6-[[(2S,3R,4S,5S,6R)-3,4,5-Trihydroxy-6-(hydroxymethyl)-2-tetrahydropyranyl]oxy]hexane-1,2,3,4,5-pentol O[C@H]1[C@H](O[C@@H]([C@H]([C@@H]1O)O)CO)OC[C@H]([C@H]([C@@H]([C@@H](CO)O)O)O)O